2-(4-chlorophenoxy)-N-{3-[2-(3-chlorophenoxy)acetylamino]bicyclo-[1.1.1]pentan-1-yl}acetamide ClC1=CC=C(OCC(=O)NC23CC(C2)(C3)NC(COC3=CC(=CC=C3)Cl)=O)C=C1